FC(C)(F)C=1C=C(C=CC1)C1=CN=C(C(=N1)CN1C(OC(C1)(C)C)=O)C 3-[[6-[3-(1,1-Difluoroethyl)phenyl]-3-methyl-pyrazin-2-yl]methyl]-5,5-dimethyl-oxazolidin-2-one